FC1=C(OC2=NC=CC=C2C(=O)N)C=CC(=C1)CC(=O)NC=1SC2=C(N1)C=C(C=C2)C2=CC(=NN2C)C(F)(F)F 2-(2-fluoro-4-(2-((5-(1-methyl-3-(trifluoromethyl)-1H-pyrazol-5-yl)benzo[d]thiazol-2-yl)amino)-2-oxoethyl)phenoxy)pyridine-3-carboxamide